ClC1=NC(=CC2=C1N=CN2)Cl 4,6-dichloro-1H-imidazo[4,5-c]Pyridine